Methyl 9-((6-methoxy-2-methyl-4-oxo-3,4-dihydroquinazolin-7-yl)oxy)-nonanoate COC=1C=C2C(NC(=NC2=CC1OCCCCCCCCC(=O)OC)C)=O